ClC=1C=C(C(=NC1)N1CC(N(C2(CN(C2)CC(F)F)C1=O)[C@@H](C)C1=CC=C(C=C1)Cl)=O)F (S)-8-(5-chloro-3-fluoro-pyridin-2-yl)-5-(1-(4-chlorophenyl)ethyl)-2-(2,2-difluoroethyl)-2,5,8-triazaspiro[3.5]nonane-6,9-dione